C1CCC2=C(C=3CCCC3C=C12)NC(=O)N=S(=O)(N)C=1C=NN2C1OC(C2)(C)C N'-((1,2,3,5,6,7-hexahydro-s-indacen-4-yl)carbamoyl)-2,2-dimethyl-2,3-dihydropyrazolo[5,1-b]oxazole-7-sulfonimidamide